4'-O-methyl-quercetin COC1=C(C=C(C=2OC=3C=C(C=C(C3C(C2O)=O)O)O)C=C1)O